tert-Butyl 3-(7-chloro-6-fluoro-1H-indazol-3-yl)-5,6-dihydro-2H-pyridine-1-carboxylate ClC=1C(=CC=C2C(=NNC12)C=1CN(CCC1)C(=O)OC(C)(C)C)F